ClC=1C=C(C=CC1Cl)N(C)CC=1N=NNC1C(=O)O 4-(((3,4-dichlorophenyl)(methyl)amino)methyl)-1H-1,2,3-triazole-5-carboxylic acid